N-(6-(2-(((1r,4r)-4-(dimethylamino)cyclohexyl)amino)-8-isopropyl-7-oxo-7,8-dihydropyrido[2,3-d]pyrimidin-6-yl)pyridazin-3-yl)propane-1-sulfonamide CN(C1CCC(CC1)NC=1N=CC2=C(N1)N(C(C(=C2)C2=CC=C(N=N2)NS(=O)(=O)CCC)=O)C(C)C)C